C(C1=CC=CC=C1)OCC1=NN(C(N1CC)=O)C=1C=C2C(=CC(=NC2=CC1F)Cl)C(C)C 3-((benzyloxy)methyl)-1-(2-chloro-7-fluoro-4-isopropylquinolin-6-yl)-4-ethyl-1H-1,2,4-triazol-5(4H)-one